3-[(3-bromophenyl)(cyclobutyl)methyl]-4-methyl-4H-1,2,4-triazole BrC=1C=C(C=CC1)C(C1=NN=CN1C)C1CCC1